(2S,4R)-1-(2-(3-acetyl-5-(2-aminopyrimidin-5-yl)-1H-indazol-1-yl)acetyl)-4-fluoro-N-(6-(trifluoromethoxy)pyridin-2-yl)pyrrolidine-2-carboxamide C(C)(=O)C1=NN(C2=CC=C(C=C12)C=1C=NC(=NC1)N)CC(=O)N1[C@@H](C[C@H](C1)F)C(=O)NC1=NC(=CC=C1)OC(F)(F)F